1-chloro-2-methylpropyl octanoate C(CCCCCCC)(=O)OC(C(C)C)Cl